ClC1=C(C(=O)NC=2C=C3C(=NC2)NN=C3)C=C(C=C1)NC(=O)NC1=CC(=C(C=C1)Cl)C(F)(F)F 2-chloro-5-(3-(4-chloro-3-(trifluoromethyl)phenyl)ureido)-N-(1H-pyrazolo[3,4-b]pyridin-5-yl)benzamide